N-(4-methoxybenzyl)-6-morpholino-3-(2,2,2-trifluoroethyl)imidazo[1,2-b]pyridazin-8-amine COC1=CC=C(CNC=2C=3N(N=C(C2)N2CCOCC2)C(=CN3)CC(F)(F)F)C=C1